CN(C(=O)OCC(CC(CC)C)C)C1=CC=C(C=C1)C=1N=CN(C1)C(C1=CC=CC=C1)(C1=CC=CC=C1)C1=CC=CC=C1 2,4-dimethyl-1-hexanol Methyl-(4-(1-trityl-1H-imidazol-4-yl)phenyl)carbamate